N-(2-aminoethyl)-3-amino-propyl-methyldimethoxysilane NCCNCCC[Si](OC)(OC)C